C(C1=CC=CC=C1)OC1=C(C(=NC(=C1)Cl)C)C(=O)Cl 4-benzyloxy-6-chloro-2-methyl-pyridine-3-carbonyl chloride